FC=1C=C(C(=O)N2CC(C2)NC(OC(C)(C)C)=O)C=CC1B1OC(C(O1)(C)C)(C)C tert-butyl 1-(3-fluoro-4-(4,4,5,5-tetramethyl-1,3,2-dioxaborolan-2-yl)benzoyl)azetidin-3-ylcarbamate